FC1=C(C=CC=C1)S(=O)(=O)NC1=CC=C(C=C1)C=1N=C(SC1)NC(C)=O N-(4-(4-(2-fluorophenyl-sulfonylamino)phenyl)thiazol-2-yl)acetamide